N-phenyl-N-(4-(8-phenyl-2-naphthalenyl)phenyl)-{2'-(2-phenyl-d5-9H-carbazol-9-yl)-[1,1'-biphenyl-4-yl]}amine C1(=CC=CC=C1)N(C1=CC=C(C=C1)C1=CC2=C(C=CC=C2C=C1)C1=CC=CC=C1)C1=CC=C(C=C1)C1=C(C=CC=C1)N1C2=CC=CC=C2C=2C=CC(=CC12)C1=C(C(=C(C(=C1[2H])[2H])[2H])[2H])[2H]